ClC1=NC(=CC(=C1)C(CO)(F)F)Cl 2-(2,6-Dichloropyridin-4-yl)-2,2-difluoroethan-1-ol